amino-cyclohexene-imine NC=1C(CCCC1)=N